N1=C(N=C(C=C1)N1C(C2=CC(=C(C=C2C1CC)F)OC)=O)C1=NC=CC=N1 2-([2,2'-bipyrimidin]-4-yl)-3-ethyl-5-fluoro-6-methoxyisoindolin-1-one